4-chloro-2-(2-ethoxy-1,1-difluoro-2-oxoethyl)pyridine-1-oxide ClC1=CC(=[N+](C=C1)[O-])C(C(=O)OCC)(F)F